C(C)(C)N1N=C(C=2NC(C=CC21)=O)C 1-isopropyl-3-methyl-1,4-dihydro-5H-pyrazolo[4,3-b]pyridin-5-one